1-(bicyclo[1.1.1]pentan-1-ylmethyl)-6-chloro-1H-pyrazolo[3,4-b]pyrazine C12(CC(C1)C2)CN2N=CC=1C2=NC(=CN1)Cl